C(C)(C)(C)OC(=O)C1=NC(=CC=C1C1=C(C(=NC=C1)OC1=CC=CC=C1)C)N1CC2=C(C=CC=C2CC1)C(NC=1SC2=C(N1)C=CC=C2)=O 6-(8-(benzo[d]thiazol-2-ylcarbamoyl)-3,4-dihydroisoquinolin-2(1H)-yl)-3'-methyl-2'-phenoxy-3,4'-bipyridine-2-carboxylic acid tert-butyl ester